N-[1-[2-[6-[3-(Difluoromethyl)-4-fluoro-phenyl]pyrazolo[4,3-b]pyridin-1-yl]acetyl]azetidin-3-yl]methanesulfonamide FC(C=1C=C(C=CC1F)C=1C=C2C(=NC1)C=NN2CC(=O)N2CC(C2)NS(=O)(=O)C)F